tert-butyl 3-(trimethylstannyl)-1H-indazole-1-carboxylate C[Sn](C1=NN(C2=CC=CC=C12)C(=O)OC(C)(C)C)(C)C